FC1(CN(CCC1)C1=NC=CC(=C1C1=NC2=C(N1)COCC2)C2=CC=CC=C2)F 2-(2-(3,3-difluoropiperidin-1-yl)-4-phenylpyridin-3-yl)-3,4,6,7-tetrahydropyrano[3,4-d]imidazole